2-(benzyl-(methyl)amino)cyclohexan-1-one C(C1=CC=CC=C1)N(C1C(CCCC1)=O)C